CC1(O[C@H]2[C@@H](O1)[C@H](O[C@H]3[C@@H]2OC(O3)(C)C)C(=O)O)C 1,2,3,4-di-o-isopropylidene-α-d-galacturonic acid